tert-Butyl-3-[4-[[tert-butyl(dimethyl)silyl]oxymethyl]-3-methyl-7-[4-(trifluoromethoxy) phenyl]benzimidazol-5-yl]azetidine-1-carboxylate C(C)(C)(C)OC(=O)N1CC(C1)C1=C(C2=C(N=CN2C)C(=C1)C1=CC=C(C=C1)OC(F)(F)F)CO[Si](C)(C)C(C)(C)C